ClC1=CC=C2C(=C1)NC(C21N(C(C=2N=C(N(C21)C(C)C)C2=C(C=C(C=C2)C(C)C)OC)=O)C2=CC(=CC=C2)Cl)=O 6-chloro-5'-(3-chlorophenyl)-3'-isopropyl-2'-(4-isopropyl-2-methoxyphenyl)-3'H-spiro[indoline-3,4'-pyrrolo[3,4-d]imidazole]-2,6'(5'H)-dione